O1COCC1.[K] potassium 1,3-dioxolane